N=1N=C(C=2C1NC(=CC2)N)N pyrazolo[3,4-b]pyridine-3,6-diamine